6-methyl-quinuclidin-3-one hydrochloride Cl.CC1CC2C(CN1CC2)=O